2-Bromo-4-((1-hydroxypropan-2-yl-3,3,3-d3)oxy)-6-iodopyridin-3-ol BrC1=NC(=CC(=C1O)OC(CO)C([2H])([2H])[2H])I